1-({(5S,7S)-3-[2-methyl-2-(3-phenyl-1,2,4-oxadiazol-5-yl)propyl]-2-oxo-1-oxa-3-azaspiro[4.5]dec-7-yl}methyl)-1H-benzimidazole-6-carbonitrile CC(CN1C(O[C@]2(C1)C[C@H](CCC2)CN2C=NC1=C2C=C(C=C1)C#N)=O)(C)C1=NC(=NO1)C1=CC=CC=C1